1-{[(2R,5R)-1-{2-[6-(1,1-Difluoro-2-methylpropyl)-3,3-dimethyl-1H,2H,3H-pyrrolo[3,2-c]pyridin-1-yl]-2-oxoethyl}-5-methylpiperazin-2-yl]methyl}pyrrolidin-2-one hydrochloride Cl.FC(C(C)C)(F)C1=CC2=C(C=N1)C(CN2C(CN2[C@H](CN[C@@H](C2)C)CN2C(CCC2)=O)=O)(C)C